C1=C(N=C2C(=O)NC(=O)N=C2N1C[C@@H]([C@@H]([C@@H](CO)O)O)O)CO The molecule is the pteridine that is lumazine substituted with a hydroxymethyl group at C-6 and a 1-D-ribityl group at N-8. It derives from a ribitol and a lumazine.